NC(C(=O)NC1CCN(CC1)C1=NC(=C(C(=C1C#N)CC)C#N)SC(C(=O)N)C1=CC=CC=C1)(C)C 2-amino-N-(1-(6-((2-amino-2-oxo-1-phenylethyl)thio)-3,5-dicyano-4-ethylpyridin-2-yl)piperidin-4-yl)-2-methylpropanamide